C(C)(C)(C)OC(=O)N1[C@@H](CN(C[C@@H]1C)C1=C2N=CC=NC2=C(C(=C1)F)C(NC=1C=C(C=2N(C1)C=C(N2)C)F)=O)C (2R,6S)-4-[7-fluoro-8-({8-fluoro-2-methylimidazo[1,2-a]pyridin-6-yl}carbamoyl)quinoxalin-5-yl]-2,6-dimethylpiperazine-1-carboxylic acid tert-butyl ester